FC1=CC=C(C(=O)NC=2C=C3C(=CNC3=CC2)C2CCN(CC2)CC)C=C1 5-(4-fluorobenzoyl)amino-3-(1-ethylpiperidin-4-yl)-1H-indole